acetylacetoxy-ethyl acrylate C(C=C)(=O)OCC(OC(C)=O)C(C)=O